C1(CCC1)N1N=CC=2C1=NC=C(N2)C(=O)OC methyl 1-cyclobutylpyrazolo[3,4-b]pyrazine-5-carboxylate